ClC=1C=C(C=CC1N1CCN(CC1)C)C1(N=C(C2=C(N1)SC=C2C)NC2(CC2)C)N 2-(3-chloro-4-(4-methylpiperazin-1-yl)phenyl)-5-methyl-N4-(1-methylcyclopropyl)thieno[2,3-d]pyrimidine-2,4-diamine